methyl 2-[[[[[4,6-bis(trifluoromethoxy)-2-pyrimidinyl] amino]carbonyl] amino] sulfonyl]benzoate FC(OC1=NC(=NC(=C1)OC(F)(F)F)NC(=O)NS(=O)(=O)C1=C(C(=O)OC)C=CC=C1)(F)F